1-Dibenzothiophen-2-yl-phenylamin C1=C(C=CC=2SC3=C(C21)C=CC=C3)C3(CC=CC=C3)N